IC1=CC2=C(C(C3=C(N(S2(=O)=O)C)C=CC=C3)NCCC(=O)OCC)C=C1 Ethyl 3-((3-iodo-6-methyl-5,5-dioxido-6,11-dihydrodibenzo[c,f][1,2]thiazepin-11-yl)amino)propanoate